cyclohexylmethylaminodifluorosilane C1(CCCCC1)CN[SiH](F)F